(R)-N-((5-cyclohexylpyridin-2-yl)methyl)-N-(4-oxo-3,4-dihydroquinazolin-7-yl)-1-((perfluorophenyl)sulfonyl)azetidine-2-carboxamide C1(CCCCC1)C=1C=CC(=NC1)CN(C(=O)[C@@H]1N(CC1)S(=O)(=O)C1=C(C(=C(C(=C1F)F)F)F)F)C1=CC=C2C(NC=NC2=C1)=O